C(C)NS(=O)(=O)NC1=NC=CC(=C1)CN1CCN(CC1)C=1C=CC(=NC1C)C(=O)NC 5-(4-((2-((N-ethylsulfamoyl)amino)pyridin-4-yl)methyl)piperazin-1-yl)-N,6-dimethylpicolinamide